bis[4-(10H-phenoxazin-10-yl)phenyl]methanone C1=CC=CC=2OC3=CC=CC=C3N(C12)C1=CC=C(C=C1)C(=O)C1=CC=C(C=C1)N1C2=CC=CC=C2OC=2C=CC=CC12